O=C(CNC(CCCC1=CC=CC=C1)=O)N1CCCC1 N-(2-oxo-2-(pyrrolidin-1-yl)ethyl)-4-phenylbutyramide